C(C)(C)(C)C1=CC(=C(C(=C1)C)S(=O)(=O)NC1=CC(=CC(=C1)C(F)(F)F)OC)C 4-(Tert-butyl)-N-(3-methoxy-5-(trifluoromethyl)phenyl)-2,6-dimethylbenzenesulfonamide